C1(=CC=C(C=C1)C1=NC2=C(N1CC1=C(OCCCCCC(=O)O)C=CC=C1)C=CC=C2)C 6-(2-((2-(p-Tolyl)-1H-benzo[d]imidazol-1-yl)methyl)phenoxy)hexanoic acid